3-(hydroxymethyl)urea OCNC(N)=O